FC1(CCC(CC1)CN1[C@H](C[C@@H](CC1)CC1=CC=2N(C=C1)N=CC2N2C(NC(C=C2)=O)=O)C)F 1-(5-(((2S,4R)-1-((4,4-difluorocyclohexyl)methyl)-2-methylpiperidin-4-yl)methyl)pyrazolo[1,5-a]pyridin-3-yl)pyrimidine-2,4(1H,3H)-dione